N-[(4-(5-trifluoromethylpyridin-2-yloxy)phenyl)thiocarbamoyl]thiophene-2-carboxamide FC(C=1C=CC(=NC1)OC1=CC=C(C=C1)NC(=S)NC(=O)C=1SC=CC1)(F)F